tert-butyl (1S,2S)-2-hydroxy-2-phenyl-1-(3-(phenylethynyl)phenyl)ethylcarbamate O[C@H]([C@H](C1=CC(=CC=C1)C#CC1=CC=CC=C1)NC(OC(C)(C)C)=O)C1=CC=CC=C1